CC1CN(C(=CC1)C=1C=C2C=CC(NC2=CC1)=O)C(=O)OC(C)(C)C tert-butyl 3-methyl-6-(2-oxo-1H-Quinolin-6-yl)-3,4-dihydro-2H-pyridine-1-carboxylate